N1(N=CC=C1)C(C)O 1H-pyrazol-1-yl-ethanol